2-METHYLPHENYLISOCYANIDE CC1=C(C=CC=C1)[N+]#[C-]